monomethoxyethoxymethyl-diglycidyl-isocyanuric acid COCCOCN1C(N(C(N(C1=O)CC1CO1)=O)CC1CO1)=O